CC1=NC=2C(=C3C(=NC2)NC=C3)N1N1CCC(CC1)CC#N 2-(1-(methylimidazo[4,5-d]pyrrolo[2,3-b]pyridin-1(6H)-yl)piperidin-4-yl)acetonitrile